O[C@]1([C@@H](CCC1)N1C(C=CC2=C1N=C(N=C2)NC2C(CN(CC2([2H])[2H])S(=O)(=O)C)([2H])[2H])=O)C (-)-8-((1R,2R)-2-hydroxy-2-methylcyclopentyl)-2-((1-(methylsulfonyl)piperidin-4-yl-3,3,5,5-d4)amino)pyrido[2,3-d]pyrimidin-7(8H)-one